NCCCOCCOCCOCCCNC(COC1=C(C=C(C=C1OC)CC=1C(=NC(=NC1)N)N)OC)=O N-(3-(2-(2-(3-Aminopropoxy)ethoxy)ethoxy)propyl)-2-(4-((2,4-diaminopyrimidin-5-yl)methyl)-2,6-dimethoxyphenoxy)acetamide